NC1=C(C=CC=C1)C(=O)NC(C(=O)OC)CC1CC1 Methyl 2-[(2-aminophenyl) formamido]-3-cyclopropylpropanoate